ClC1=C(OCC=2C=C(C#N)C=CC2)C=CC(=C1)C(F)(F)F 3-((2-chloro-4-(trifluoromethyl)phenoxy)methyl)benzonitrile